COC1=C(C(=CC(=C1)C1C2C(COC2=O)CC2=C(C3=C(OCO3)C=C21)O)OC)[O-] 2,6-dimethoxy-4-(4-hydroxy-8-oxo-5a,6,8a,9-tetrahydro-5H-[2]benzofuro[5,6-f][1,3]benzodioxol-9-yl)phenolate